[Pd].C(C)(C)(C)PC(C)(C)C ditertiary butylphosphine palladium